(4-(5-bromopyridin-2-yl)-1-methyl-1H-1,2,3-triazol-5-yl)methanol BrC=1C=CC(=NC1)C=1N=NN(C1CO)C